C(N)(=O)C=1C=C(C=CC1F)NC(=O)C1=C(C(=NN1CC1CCC(CC1)(F)F)C(F)(F)F)C N-(3-carbamoyl-4-fluorophenyl)-1-((4,4-difluorocyclohexyl)methyl)-4-methyl-3-(trifluoromethyl)-1H-pyrazole-5-carboxamide